2-{5-[3-(1-amino-1-methylethyl)-pyrrolidin-1-yl]-pyridin-2-ylamino}-8-cyclopentyl-6-ethyl-8H-pyrido[2,3-d]Pyrimidin-7-one NC(C)(C)C1CN(CC1)C=1C=CC(=NC1)NC=1N=CC2=C(N1)N(C(C(=C2)CC)=O)C2CCCC2